OC(C(=O)[O-])C(C1=CC=C(C=C1)OC)O 2,3-dihydroxy-3-(4-methoxyphenyl)propanoate